4-(4-Bromo-2,6-dioxo-3,6-dihydropyrimidin-1(2H)-yl)-5-fluoro-2-(2-methylphenoxy)benzonitrile BrC=1NC(N(C(C1)=O)C1=CC(=C(C#N)C=C1F)OC1=C(C=CC=C1)C)=O